(1-(3-(trifluoromethyl)benzyl)-1H-indol-4-yl)acrylamide FC(C=1C=C(CN2C=CC3=C(C=CC=C23)C(C(=O)N)=C)C=CC1)(F)F